C(CCCCCCCCCCC)NCCC[Si](OC)(OC)OC N-dodecyl-3-aminopropyltrimethoxysilane